C(C1=CC=CC=C1)O[C@H]1[C@H]([C@@H](O[C@@H]1CO)N1C=NC=2C(=O)NC(N)=NC12)O 3'-O-benzyl-guanosine